1-(4-chlorophenyl)methan-amine ClC1=CC=C(C=C1)CN